5-(2-((5-(4-benzylpiperazin-1-yl)pyridin-2-yl)amino)pyrimidin-4-yl)-N,4-dimethylthiazol-2-amine C(C1=CC=CC=C1)N1CCN(CC1)C=1C=CC(=NC1)NC1=NC=CC(=N1)C1=C(N=C(S1)NC)C